COC(=O)C=1SC2=C(C1C1=C(C(=C(C=C1Cl)F)OC)F)C=CC(=C2)F 3-(6-chloro-2,4-difluoro-3-methoxyphenyl)-6-fluoro-1-benzothiophene-2-carboxylic acid methyl ester